5-((1R,3R)-2-(bicyclo[1.1.1]pentan-1-yl)-3-methyl-2,3,4,9-tetrahydro-1H-pyrido[3,4-b]indol-1-yl)-N-(1-propylazetidin-3-yl)pyridin-2-amine C12(CC(C1)C2)N2[C@@H](C=1NC3=CC=CC=C3C1C[C@H]2C)C=2C=CC(=NC2)NC2CN(C2)CCC